S(C)(=O)(=O)OC(C=CC1=CC=C(C=C1)O)=O 3-(4-hydroxyphenyl)acrylic acid mesylic anhydride